ClC=1C=C(CN2C=CC3=C(C=CC(=C23)C(=O)NCC2=CC=C(C(=O)O)C=C2)NC2=CC=CC=C2)C=CC1 4-((1-(3-chlorobenzyl)-4-(phenylamino)-1H-indole-7-carboxamido)methyl)benzoic acid